C(=O)(OC(C)(C)C)C([C@H](OC1=C(C=C(C=C1)C1=CC(=NC=C1)NC(OC)=O)C1=CC=NO1)N)CC(C)C (S)-methyl (4-(4-((2-Boc-amino-4-methylpentyl)oxy)-3-(isoxazol-5-yl)phenyl)pyridin-2-yl)carbamate